ClC=1N=CC2=C(N1)SC=C2 Chlorothieno[2,3-d]pyrimidine